NC1=CC(=C2NC(CCCCCC(C3=NN=C(C1=N2)O3)(O)C(F)(F)F)C)C(F)(F)F 17-Amino-12-methyl-6,15-bis(trifluoromethyl)-19-oxa-3,4,13,18-tetrazatricyclo[12.3.1.12,5]nonadeca-1(18),2,4,14,16-pentaen-6-ol